F[C@@H]1C[C@H](N(C1)C(CC1=CN=NN1)=O)C(=O)N[C@@H](C1=NC=C2N1C=CC=C2)C2=NC(=C(C=C2)C(C)C)F |o1:17| (2S,4R)-4-fluoro-N-[(R) or (S)-[6-fluoro-5-(propan-2-yl)pyridin-2-yl]({imidazo[1,5-a]pyridin-3-yl})methyl]-1-[2-(1H-1,2,3-triazol-5-yl)acetyl]pyrrolidine-2-carboxamide